3-[2-amino-5-(4-morpholinophenyl)-3-pyridyl]phenol NC1=NC=C(C=C1C=1C=C(C=CC1)O)C1=CC=C(C=C1)N1CCOCC1